C(C)(=O)N1CCC(CC1)(F)C1=CC2=C(N=CN=C2N[C@H](C)C2=NC=CC(=C2F)C(F)F)N(C1=O)C 6-(1-acetyl-4-fluoro-4-piperidyl)-4-[[(1R)-1-[4-(difluoromethyl)-3-fluoro-2-pyridyl]ethyl]amino]-8-methyl-pyrido[2,3-d]pyrimidin-7-one